C(#N)[C@H]1N(CSC1)C(CNC(=O)C1=CC=NC2=CC=C(C=C12)N1CC(C1)CC(C)(F)F)=O (R)-N-(2-(4-Cyanothiazolidin-3-yl)-2-oxoethyl)-6-(3-(2,2-difluoropropyl)azetidin-1-yl)quinoline-4-carboxamide